tert-butyl (4-(((4-methylpyridin-2-yl)methyl)amino)butyl)carbamate CC1=CC(=NC=C1)CNCCCCNC(OC(C)(C)C)=O